OC=1C(=NC=CC1)NC(=O)C1=CN=C(C2=CN=CC=C12)NC N-(3-hydroxypyridin-2-yl)-1-(methylamino)-2,7-naphthyridine-4-carboxamide